C(C)OC(C)=O.C(C=C)(=O)O acrylic acid ethyl-acetate